tert-Butyl (2-(3-((2-(difluoromethoxy)-6-methylpyridin-3-yl)carbamoyl)-3-(2-isopropylphenyl)azetidin-1-yl)ethyl)carbamate FC(OC1=NC(=CC=C1NC(=O)C1(CN(C1)CCNC(OC(C)(C)C)=O)C1=C(C=CC=C1)C(C)C)C)F